BrC1=C(SC=C1)C=1OC(CC1C#N)(C(F)(F)F)O 2-(3-bromothien-2-yl)-5-hydroxy-5-(trifluoromethyl)-4,5-dihydrofuran-3-carbonitrile